6-(2-{[(tert-butoxy) carbonyl] amino} ethoxy)-1,3-diethyl-1H-1,3-benzodiazol-3-iumcarboxylate C(C)(C)(C)OC(=O)NCCOC=1C=CC2=C(N(C(=[N+]2CC)C(=O)[O-])CC)C1